6-bromo-2-(2-fluorophenyl)phthalazin-1(2H)-one BrC=1C=C2C=NN(C(C2=CC1)=O)C1=C(C=CC=C1)F